OC1(CN(C1)C1CCC(CC1)C=1SC2=C(N1)C(=C(N2)C=2C(=C(C(N(C2)C)=O)C)C)C(C)C)C(F)(F)F 5-(2-(4-(3-hydroxy-3-(trifluoromethyl)azetidin-1-yl)cyclohexyl)-6-isopropyl-4H-pyrrolo[3,2-d]thiazol-5-yl)-1,3,4-trimethylpyridin-2(1H)-one